O=C1NC(CCC1N1C(C2=CC=C(C=C2C1)C(=O)N[C@H](CC(F)(F)F)C1=C(C=CC=C1)C)=O)=O 2-(2,6-dioxopiperidin-3-yl)-1-oxo-N-((R)-3,3,3-trifluoro-1-o-tolylpropyl)isoindoline-5-carboxamide